FC(CN1N=CC=2C1=NC(=CN2)N2[C@@H](CC[C@@H](C2)COC2=C(C=NC=C2)C(F)(F)F)C)F 1-(2,2-difluoroethyl)-6-((2R,5S)-2-methyl-5-(((3-(trifluoromethyl)pyridin-4-yl)oxy)methyl)piperidin-1-yl)-1H-pyrazolo[3,4-b]pyrazine